C1=CC=CC=2C3=CC=CC=C3C(C12)COC(=O)N1[C@@H](CC(C1)(F)F)C(=O)O (2S)-1-(9H-fluoren-9-ylmethoxycarbonyl)-4,4-difluoro-pyrrolidine-2-carboxylic acid